[Ag]Br.[Ag].[Mg].NC1=NC=C(C2=C1C(=C(N2C)C2=CC=C(C=C2)NC(C=C)=O)C2=CC(=C(C=C2)OC2=NC=C(C(=N2)C(F)F)F)F)C#N N-(4-(4-amino-7-cyano-3-(4-((4-(difluoromethyl)-5-fluoropyrimidin-2-yl)oxy)-3-fluorophenyl)-1-methyl-1H-pyrrolo[3,2-c]pyridin-2-yl)phenyl)acrylamide magnesium-silver-silver bromide